N-(5-(5-(difluoromethoxy)benzo[d]oxazol-2-yl)-8-(methylamino)-2,7-naphthyridin-3-yl)cyclopropanecarboxamide FC(OC=1C=CC2=C(N=C(O2)C2=C3C=C(N=CC3=C(N=C2)NC)NC(=O)C2CC2)C1)F